1-[(1R,3R,4R,7S)-7-hydroxy-1-(hydroxymethyl)-5-pyrimidin-4-yl-2-oxa-5-azabicyclo[2.2.1]heptane-3-yl]-5-methyl-pyrimidine-2,4-dione O[C@@H]1[C@]2(O[C@H]([C@@H]1N(C2)C2=NC=NC=C2)N2C(NC(C(=C2)C)=O)=O)CO